BrC1=CC(=C(C=C1)C(C)(F)F)F 4-bromo-1-(1,1-difluoroethyl)-2-fluorobenzene